7-(4-(((R)-1-(3-(difluoro(piperidin-4-yl)methyl)phenyl)ethyl)amino)-6-(1,1-dioxidotetrahydro-2H-thiopyran-4-yl)-7-oxopyrido[2,3-d]pyrimidin-8(7H)-yl)-2-methoxyheptanal FC(C=1C=C(C=CC1)[C@@H](C)NC=1C2=C(N=CN1)N(C(C(=C2)C2CCS(CC2)(=O)=O)=O)CCCCCC(C=O)OC)(C2CCNCC2)F